N-(2-acetyl-3,5-difluorophenyl)-5-cyano-2-fluorobenzamide C(C)(=O)C1=C(C=C(C=C1F)F)NC(C1=C(C=CC(=C1)C#N)F)=O